3,3'-tetramethylenebis{1-[3-(triethoxysilyl)propyl]-5-butylthio-1,2,4-triazole} C(C)O[Si](CCCN1N=C(N=C1SCCCC)CCCCC1=NN(C(=N1)SCCCC)CCC[Si](OCC)(OCC)OCC)(OCC)OCC